CO[C@@]1(CC[C@]23[C@@H](CC[C@H]2C([C@H]1C3)(C)C)C)C (3R,3aS,6R,7R,8aS)-octahydro-6-methoxy-3,6,8,8-tetramethyl-1H-3a,7-methanoazulene